(6-methylimidazo[1,5-a]pyridin-5-yl)prop-2-yn-1-ol CC=1C=CC=2N(C1C(C#C)O)C=NC2